FC1=CC(=C(C(=O)NC2=CC=C(C=C2)C(\C=C\C2=CC=C(C=C2)N(C)CCO)=O)C=C1)C(F)(F)F 4-Fluoro-N-[4-[(E)-3-[4-[2-hydroxyethyl(methyl)amino]phenyl]prop-2-enoyl]phenyl]-2-(trifluoromethyl)benzamide